ClC1=C(C#N)C=CC(=C1)N1CC2(CC1C)CCN(CC2)C(C2=CC=C(C=C2)N2CCN(CC2)CC2CCN(CC2)C=2C=C1C(N(C(C1=CC2)=O)C2C(NC(CC2)=O)=O)=O)=O 2-chloro-4-(8-(4-(4-((1-(2-(2,6-dioxopiperidin-3-yl)-1,3-dioxoisoindolin-5-yl)piperidin-4-yl)methyl)piperazin-1-yl)benzoyl)-3-methyl-2,8-diazaspiro[4.5]decan-2-yl)benzonitrile